(R)-N-(2-(4-(5-fluoropyridin-2-yl)-1,9-dioxaspiro[5.5]undecan-4-yl)ethyl)-2,3-dihydro-1H-inden-2-amine D-malate salt C([C@H](O)CC(=O)O)(=O)O.FC=1C=CC(=NC1)[C@@]1(CCOC2(C1)CCOCC2)CCNC2CC1=CC=CC=C1C2